tert-butyl 3,4,4a,5,6,7-hexahydronaphtho[1,8-cd]azepine-2(1H)carboxylate C1N(CCC2C=3C1=CC=CC3CCC2)C(=O)OC(C)(C)C